(4-(5-(2'-Methyl-2-(trifluoromethyl)-[1,1'-biphenyl]-4-yl)-1,2,4-oxadiazol-3-yl)-2-nitro-phenyl)methanol CC1=C(C=CC=C1)C1=C(C=C(C=C1)C1=NC(=NO1)C1=CC(=C(C=C1)CO)[N+](=O)[O-])C(F)(F)F